tert-butyldiphenyl(((1S,2S)-2-vinylcyclopropyl)methoxy)silane C(C)(C)(C)[Si](OC[C@@H]1[C@@H](C1)C=C)(C1=CC=CC=C1)C1=CC=CC=C1